NCC1=CC=C(C=C1)NC(=O)C1=C(C2=CC=CC=C2C=C1)O N-(4-(aminomethyl)phenyl)-1-hydroxy-2-naphthamide